Cl.Cl.C1(=CC=CC=C1)S(=O)(=O)N benzenesulfonamide dihydrochloride